CN(CCN1N=CC2=CC(=CC=C12)NC1=NC=CC(=N1)C1=CN(C2=CC=CC=C12)C)C (2-(dimethylamino)ethyl)-N-(4-(1-methyl-1H-indol-3-yl)pyrimidin-2-yl)-1H-indazol-5-amine